COC(=O)[C@]1(C[C@H](N(CC1)C(C1=C(C=CC=C1)C(F)(F)F)=O)C)CC1=NC(=CC=C1F)Br (2r,4r)-4-((6-bromo-3-fluoropyridin-2-yl)methyl)-2-methyl-1-(2-(trifluoromethyl)benzoyl)piperidine-4-carboxylic acid methyl ester